tert-butyl (3-(4-(2-(4-((2-(1-ethoxyvinyl)pyrimidin-4-yl)methoxy) phenyl)propan-2-yl)phenoxy)propyl)carbamate C(C)OC(=C)C1=NC=CC(=N1)COC1=CC=C(C=C1)C(C)(C)C1=CC=C(OCCCNC(OC(C)(C)C)=O)C=C1